3-[(1R)-1-(3-fluorophenyl)ethoxy]-5-(4,4,5,5-tetramethyl-1,3,2-dioxaborolan-2-yl)pyridin-2-amine FC=1C=C(C=CC1)[C@@H](C)OC=1C(=NC=C(C1)B1OC(C(O1)(C)C)(C)C)N